(1R,3r)-3-((R)-3-(1-(1-((R)-1-(2,4-dichlorophenyl)ethyl)-1H-[1,2,3]triazolo[4,5-b]pyrazin-6-yl)azetidin-3-yl)piperidin-1-yl)-1-methylcyclobutane-1-carboxylic acid ClC1=C(C=CC(=C1)Cl)[C@@H](C)N1N=NC=2C1=NC(=CN2)N2CC(C2)[C@@H]2CN(CCC2)C2CC(C2)(C(=O)O)C